C(C)(C)(C)C=1C=C(C=C(C1O)C(C)(C)C)CCC(=O)OCCNC(=O)C(=O)NCCOC(CCC1=CC(=C(C(=C1)C(C)(C)C)O)C(C)(C)C)=O N,N'-bis{2-[3-(3,5-di-t-butyl-4-hydroxyphenyl)propionyloxy]ethyl}oxamide